3,3',3''-(((benzene-1,3,5-triyltris(oxy))tris(methylene))tris(benzene-3,1-diyl))tris(2-(pyrrolidin-3-yl)propanoic acid) C1(=CC(=CC(=C1)OCC=1C=C(C=CC1)CC(C(=O)O)C1CNCC1)OCC=1C=C(C=CC1)CC(C(=O)O)C1CNCC1)OCC=1C=C(C=CC1)CC(C(=O)O)C1CNCC1